3-methoxydibenzothiophene COC=1C=CC2=C(SC3=C2C=CC=C3)C1